N-(2-methoxy-5-(4-((1-phenylethyl)-amino)quinazolin-6-yl)pyridin-3-yl)methanesulfonamide COC1=NC=C(C=C1NS(=O)(=O)C)C=1C=C2C(=NC=NC2=CC1)NC(C)C1=CC=CC=C1